[2-(aminomethyl)-3,3-difluoro-allyl]-4-[[5-(1-ethylpyrazol-4-yl)-3-methyl-2-thienyl]methyl]-1,2,4-triazol-3-one trifluoroacetate salt FC(C(=O)O)(F)F.NCC(CC=1N(C(NN1)=O)CC=1SC(=CC1C)C=1C=NN(C1)CC)=C(F)F